[NH4+].C(CCCCCCCCC)S(=O)(=O)[O-] 1-decylsulfonic acid ammonium salt